C(C)OC(=O)C=1N(C=C(N1)N)C ethyl-4-amino-1-methylimidazole-2-carboxylate